N-({4-chloro-1-methyl-1H-pyrazolo[4,3-c]quinolin-7-yl}methyl)-N-(4,4-difluoro-1,1-dioxo-3,4-dihydro-2H-1λ6-benzothiopyran-8-yl)-6-(trifluoromethyl)pyridine-3-carboxamide ClC1=NC=2C=C(C=CC2C2=C1C=NN2C)CN(C(=O)C=2C=NC(=CC2)C(F)(F)F)C2=CC=CC=1C(CCS(C12)(=O)=O)(F)F